{(R)-8-[5-(3-dimethylaminomethyl-phenylamino)-6-methoxy-pyridin-2-yl]-2,3-dihydro-benzo[1,4]dioxin-2-ylmethyl}-amid CN(C)CC=1C=C(C=CC1)NC=1C=CC(=NC1OC)C1=CC=CC2=C1O[C@@H](CO2)C[NH-]